(3,5-dimethyl-1-((6-(trifluoromethyl)pyridin-3-yl)methyl)-1H-pyrazol-4-yl)methylamine hydrochloride Cl.CC1=NN(C(=C1CN)C)CC=1C=NC(=CC1)C(F)(F)F